C(C)N1N=CC(=C1)C1=CC=NC2=C(C=CC=C12)NC(C1=CC=C(C=C1)OC(C)C)=O N-(4-(1-ethyl-1H-pyrazol-4-yl)quinolin-8-yl)-4-isopropoxybenzamide